TETRADECANOIC ACID C(CCCCCCCCCCCCC)(=O)O